C(C)(C)(C)C=1C=C(C(=CC1OC)O)O 4-tert-butyl-5-methoxy-1,2-benzenediol